COCC1CC(C1)OC=1C=CC2=C(N=C(O2)C2=C3C=C(N=CC3=C(N=C2)NC)NC(=O)C2CC2)C1 N-(5-(5-((1r,3r)-3-(methoxymethyl)cyclobutoxy)benzo[d]oxazol-2-yl)-8-(methylamino)-2,7-naphthyridin-3-yl)cyclopropanecarboxamide